CN(CCCOC1=C(C=C(C=C1)NC(=O)NC1=C(C=CC(=C1)C)F)C=1N(N=CC1)C)C 1-[4-(3-Dimethylamino-propoxy)-3-(2-methyl-2H-pyrazol-3-yl)-phenyl]-3-(2-fluoro-5-methyl-phenyl)-urea